BrC12CCC(CC1)CC2 4-bromobicyclo[2.2.2]octane